14-(p-toluenesulfonyloxy)-3,6,9,12-tetraoxatetradecanoic acid tert-butyl ester C(C)(C)(C)OC(COCCOCCOCCOCCOS(=O)(=O)C1=CC=C(C)C=C1)=O